tert-butyl 4,4-difluoro-3-(2-(2,2,2-trifluoro-1-hydroxy ethyl)pyridin-4-yl)piperidine-1-carboxylate FC1(C(CN(CC1)C(=O)OC(C)(C)C)C1=CC(=NC=C1)C(C(F)(F)F)O)F